FC1=C(C=C(C=C1)F)[C@@H]1NCCC1 R-2-(2,5-difluorophenyl)-pyrrolidine